COC1=NC2=C(N1C)C=C(C=C2)O 2-methoxy-1-methyl-1H-benzo[d]imidazol-6-ol